7-methoxy-N-(2-methyl-5-(5-(3-oxobutyl)-1,2,4-oxadiazol-3-yl)phenyl)imidazo[1,2-a]pyridine-3-carboxamide COC1=CC=2N(C=C1)C(=CN2)C(=O)NC2=C(C=CC(=C2)C2=NOC(=N2)CCC(C)=O)C